O=C1NC(CCC1C=1C=CC(=NC1)N1CCC(CC1)CN(C1CCN(CC1)C(=O)OC(C)(C)C)C)=O tert-butyl 4-[({1-[5-(2,6-dioxopiperidin-3-yl)pyridin-2-yl]piperidin-4-yl}methyl)(methyl)amino]piperidine-1-carboxylate